ClC1=CC=CC(=N1)C1CCN(CC1)CC1=NC2=C(N1C[C@H]1OCC1)C=C(C=C2)C(=O)[O-] (S)-2-((4-(6-chloropyridin-2-yl)piperidin-1-yl)methyl)-1-(oxetan-2-ylmethyl)-1H-benzo[d]imidazole-6-carboxylate